BrC1=CC2=CN(N=C2C=C1OC)[C@H]1[C@H](CC2(CNC2)CC1)C |r| rac-5-bromo-6-methoxy-2-((6S,7R)-6-methyl-2-azaspiro[3.5]nonan-7-yl)-2H-indazole